4,4,8,8,9,9-hexamethyl-2,6-diamino-8,9-dihydro-4H-cyclopenta[def]phenanthrene CC1(C2=CC(=CC=3C(C(C=4C=C(C=C1C4C23)N)(C)C)(C)C)N)C